(3s,4s)-4-(2-(4,7-difluoro-3,3-dimethyl-2-oxo-5-(trifluoromethyl) indol-1-yl) acetamido)-3-methylpentanoate FC1=C2C(C(N(C2=C(C=C1C(F)(F)F)F)CC(=O)N[C@H]([C@H](CC(=O)[O-])C)C)=O)(C)C